C(O)C1C(CCCC1)CO 1,2-bis(methylol)cyclohexane